FC1=CC=C(C[C@@H](N)C(=O)O)C=C1 para-fluoro-D-phenylalanine